N-[2-[2-(dimethylamino)ethyl-methyl-amino]-4-methoxy-5-[[4-(1-methylindol-3-yl)pyrimidin-2-yl]amino]phenyl]-2-(hydroxymethyl)-N-methyl-prop-2-enamide CN(CCN(C1=C(C=C(C(=C1)OC)NC1=NC=CC(=N1)C1=CN(C2=CC=CC=C12)C)N(C(C(=C)CO)=O)C)C)C